C[C@H]1[C@@H]([C@H]([C@H]([C@@H](O1)OC[C@@H]2[C@H]([C@@H]([C@H]([C@@H](O2)OC3=C(OC4=CC(=CC(=C4C3=O)O)O)C5=C(C(=CC=C5)O)O)O)O)O)O)O)O oxychromen-4-one